BrC1=CN=C2N1COC1=C2C(=CN=C1)F 3-bromo-10-fluoro-5H-imidazo[1,2-c]pyrido[4,3-e][1,3]oxazine